CN(C1=C(C=NC=C1)C1CN(C1)C(=O)[C@@H]1CC[C@H]2N1C([C@H](CCC2)NC(=O)C2=CC1=C(S2)C=CC(=C1)CP(O)(O)=O)=O)C ((2-(((3S,6S,9aS)-3-(3-(4-(dimethylamino)pyridin-3-yl)azetidine-1-carbonyl)-5-oxooctahydro-1H-pyrrolo[1,2-a]azepin-6-yl)carbamoyl)benzo[b]thiophen-5-yl)methyl)phosphonic acid